C(C1=CC=CC=C1)OC1=C(CO[Si](C)(C)C(C)(C)C)C(=C(C=C1C(F)(F)F)F)F ((2-(benzyloxy)-5,6-difluoro-3-(trifluoromethyl)benzyl)oxy)(tert-butyl)dimethylsilane